OC1=C(C=O)C=C(C=C1OC)\C=C\C1=CC(=CC=C1)N1CCOCC1 (E)-2-hydroxy-3-methoxy-5-(3-morpholinostyryl)benzaldehyde